O.O.S(=O)(=O)(O)O sulfate dihydrate